ClCCOC1=CC2=CC=CC=C2C=C1 2-(2-chloroethoxy)naphthalene